1,5-dimethyl-4'-tosyl-4',6',7a',8',9',10'-hexahydrospiro[indoline-3,7'-pyrrolo[1',2':1,7]azepino[4,3,2-cd]indol]-2-one CN1C(C2(CC3=CN(C=4C=CC=C(C34)N3C2CCC3)S(=O)(=O)C3=CC=C(C)C=C3)C3=CC(=CC=C13)C)=O